C(C)N1C[C@@H](CCC1)NC1=C2C(=C(N=N1)C1=C(C=C(C=C1)C(F)(F)F)O)N(N=C2)C 2-[4-[[(3R)-1-ethyl-3-piperidinyl]amino]-1-methyl-pyrazolo[3,4-d]pyridazin-7-yl]-5-(trifluoromethyl)phenol